6-(methylsulfinyl)-1-oxo-1,3-dihydrospiro[indene-2,4'-piperidine]-1'-carboxylic acid tert-butyl ester C(C)(C)(C)OC(=O)N1CCC2(CC1)C(C1=CC(=CC=C1C2)S(=O)C)=O